P(=O)(O)(O)OCC(=O)O Phospho-Glycolic Acid